1,2-dioleyloxy-3-(N-morpholinyl)propane methyl-8-bromo-9-(2-fluoro-4-((1-(3-fluoropropyl)azetidin-3-yl)methyl)phenyl)-6,7-dihydro-5H-benzo[7]annulene-3-carboxylate COC(=O)C1=CC2=C(C(=C(CCC2)Br)C2=C(C=C(C=C2)CC2CN(C2)CCCF)F)C=C1.C(CCCCCCC\C=C/CCCCCCCC)OCC(CN1CCOCC1)OCCCCCCCC\C=C/CCCCCCCC